9-(m-methylphenyl)-4-fluoroacridine CC=1C=C(C=CC1)C=1C2=CC=CC=C2N=C2C(=CC=CC12)F